BrC1=CC=C(S1)S(=O)(=O)NC1=C(N=CS1)C(=O)O 5-[(5-bromothiophen-2-yl)sulfonylamino]-1,3-thiazole-4-carboxylic acid